C(C)(C)(C)OC(NC12CC(C1)(C2)C2=NN(C=C2)C2=CC=C(C=C2)Cl)=O.ClC=2C=C(C=CC2OC(F)F)C2=CN=C1N2C=CN=C1NC1=CC=C(C=C1)CC(=O)N (4-((3-(3-chloro-4-(difluoromethoxy)phenyl)imidazo[1,2-a]Pyrazin-8-yl)amino)Phenyl)acetamide tert-butyl-N-[3-[1-(4-chlorophenyl)pyrazol-3-yl]-1-bicyclo[1.1.1]pentanyl]carbamate